4-nitrophenyl 5-[(bis{[(dipropylcarbamoyl) oxy] methoxy} phosphoryl) difluoromethyl]-1-benzothiophene-2-carboxylate C(CC)N(C(=O)OCOP(=O)(OCOC(N(CCC)CCC)=O)C(C=1C=CC2=C(C=C(S2)C(=O)OC2=CC=C(C=C2)[N+](=O)[O-])C1)(F)F)CCC